FC1=C(C=O)C(=CC=C1C=1C(=NC(=NC1)NC1=C(C=C(C=C1)N1CCC(CC1)N1CCN(CC1)C)OC)NC1=CC=CC=C1)O 2-fluoro-6-hydroxy-3-[2-({2-methoxy-4-[4-(4-methylpiperazin-1-yl)piperidin-1-yl]phenyl}amino)-4-(phenylamino)pyrimidin-5-yl]benzaldehyde